FC1(OC=2C(=CC3=C(N=C(S3)NC([C@H](C)N3C[C@H](OCC3)C3=CNC(C=C3)=O)=O)C2)O1)F (S)-N-(2,2-difluoro-[1,3]dioxolo[4',5':4,5]benzo[1,2-d]thiazol-6-yl)-2-((R)-2-(6-oxo-1,6-dihydropyridin-3-yl)morpholino)propanamide